dichloro-2-propanesulfonate ClC(C(C)S(=O)(=O)[O-])Cl